C(C)NC=1C=C(C=C2C(C(NC12)=O)(C)N1C[C@H](C[C@@H](C1)F)NC=1C=CC(=NC1)C#N)F 5-[[(3s,5s)-1-[7-(ethylamino)-5-fluoro-3-methyl-2-oxo-indolin-3-yl]-5-fluoro-3-piperidyl]amino]pyridine-2-carbonitrile